C1(CC1)C1=CC(=NN1)NC(CC=1C=NN(C1)C1=NC(=CC=C1)N(C)C)=O N-(5-cyclopropyl-1H-pyrazol-3-yl)-2-{1-[6-(dimethylamino)pyridin-2-yl]pyrazol-4-yl}acetamide